Racemic-6-methyl-3-(trifluoromethyl)-5,7-dihydro-4H-benzothiophen-6-amine C[C@@]1(CC2=C(C(=CS2)C(F)(F)F)CC1)N |r|